FC1(C(C1)(C(F)(F)F)C1=CC(=C(N1)C1=CC=C(C=C1)F)CCC(=O)[O-])F 3-(5-(2,2-difluoro-1-(trifluoromethyl)cyclopropyl)-2-(4-fluorophenyl)-1H-pyrrol-3-yl)propanoate